sodium-manganese vanadium phosphate P(=O)([O-])([O-])[O-].[V+5].[Mn+2].[Na+]